3,6-diisobutyl-2,5-piperazinedione C(C(C)C)C1C(NC(C(N1)=O)CC(C)C)=O